(2R,3S)-2-(3-(7-(1-butyl-1H-pyrazol-4-yl)-5-chloro-1H-benzo[d]imidazol-1-yl)propyl)piperidin-3-ol dihydrochloride Cl.Cl.C(CCC)N1N=CC(=C1)C1=CC(=CC2=C1N(C=N2)CCC[C@H]2NCCC[C@@H]2O)Cl